N-((5-(hydrazinecarbonyl)pyridin-2-yl)methyl)-N-(4-((4-(methylsulfonyl)piperazin-1-yl)methyl)phenyl)ethanesulfonamide N(N)C(=O)C=1C=CC(=NC1)CN(S(=O)(=O)CC)C1=CC=C(C=C1)CN1CCN(CC1)S(=O)(=O)C